CP(C1=CC=CC=C1)(C(C1=C(C=CC=C1OC)OC)=O)=O Methyl-(2,6-dimethoxybenzoyl)phenylphosphin oxid